(1S,2S)-2-methylcyclopropan-1-amine C[C@@H]1[C@H](C1)N